(2S,4R)-1-[(2S)-2-[[2-[4-(5-aminopentyl)piperazin-1-yl]acetyl]amino]-3,3-dimethyl-butanoyl]-4-hydroxy-N-[[4-(4-methylthiazol-5-yl)phenyl]methyl]pyrrolidine-2-carboxamide NCCCCCN1CCN(CC1)CC(=O)N[C@H](C(=O)N1[C@@H](C[C@H](C1)O)C(=O)NCC1=CC=C(C=C1)C1=C(N=CS1)C)C(C)(C)C